4-Amino-1-(6-methoxypyridin-3-yl)-2-oxo-7-(trifluoromethyl)-1,2-dihydro-1,8-naphthyridine-3-carboxylic acid methyl ester COC(=O)C=1C(N(C2=NC(=CC=C2C1N)C(F)(F)F)C=1C=NC(=CC1)OC)=O